5-(3,4-Difluoro-2-methoxy-phenoxy)-3-methyl-2-(trifluoromethyl)pyridine-4-carboxylic acid FC=1C(=C(OC=2C(=C(C(=NC2)C(F)(F)F)C)C(=O)O)C=CC1F)OC